5-([1,2,4]Triazolo[1,5-a]pyridin-6-yl)-N-(4-sulfamoylphenyl)-1-(6-methylpyridin-2-yl)-1H-pyrazol-3-carboxyamid N=1C=NN2C1C=CC(=C2)C2=CC(=NN2C2=NC(=CC=C2)C)CC(=O)NC2=CC=C(C=C2)S(N)(=O)=O